ClC1=NC(=CC=C1COC1=CC=CC(=N1)C1=CC(=C(CC2=NC3=C(N2C2COCC2(C)C)C=C(C=C3)C(=O)O)C=C1F)F)C 2-(4-(6-((2-chloro-6-methylpyridin-3-yl)methoxy)pyridin-2-yl)-2,5-difluorobenzyl)-1-(4,4-dimethyltetrahydrofuran-3-yl)-1H-benzo[d]imidazole-6-carboxylic acid